[Si](C)(C)(C(C)(C)C)OCCCCOC=1N=NC(=CC1)C(=C)OCC 3-(4-((tert-butyldimethylsilyl)oxy)butoxy)-6-(1-ethoxyvinyl)pyridazine